C1(CC1)C1=C(C(=C2C(=N1)CCC2)NC(=O)N=[S@](=O)(N)C=2SC=C(N2)C(C)(C)O)C (R)-N'-((2-cyclopropyl-3-methyl-6,7-dihydro-5H-cyclopenta[b]pyridin-4-yl)carbamoyl)-4-(2-hydroxypropan-2-yl)thiazole-2-sulfonimidamide